2-methyl-5-(3-cyanophenyl)-N-(3-((4-methylpiperazin-1-yl)methyl)-1,2,4-thiadiazol-5-yl)furan-3-carboxamide CC=1OC(=CC1C(=O)NC1=NC(=NS1)CN1CCN(CC1)C)C1=CC(=CC=C1)C#N